COC=1C=C2C(=NC(=NC2=CC1)C)SCC(=O)C1=CC=C(S1)CNC(=O)C1NCCC1 N-((5-(2-((6-methoxy-2-methylquinazolin-4-yl)thio)acetyl)thiophen-2-yl)methyl)pyrrolidine-2-carboxamide